C(C)(=O)N1CC[C@@H]2N(C([C@H](C1)NC(=O)C=1NC3=CC=C(C=C3C1)C(F)(F)P(O)(O)=O)=O)[C@@H](CC2)C(=O)N2[C@H](CCC2)CC2=CC=CC=C2 ((2-(((5S,8S,10aR)-3-acetyl-8-((R)-2-benzylpyrrolidine-1-carbonyl)-6-oxodecahydro-pyrrolo[1,2-a][1,5]diazocin-5-yl)carbamoyl)-1H-indol-5-yl)difluorometh-yl)phosphonic acid